O(CCCCCOC1=C(N)C=CC=C1)C1=C(N)C=CC=C1 2,2'-(pentamethylene-dioxy)dianiline